N-(1,2-dihydroxy-n-propyl)-N'-methylpiperazine OC(C(C)O)N1CCN(CC1)C